COC=1C=C(C=CC1[N+](=O)[O-])N1CCC(CC1)[C@@H]1[C@H](C1)C#CC1=C2CN(C(C2=CC=C1)=O)C1C(NC(CC1)=O)=O 3-(4-{2-[(1S,2R)-2-[1-(3-methoxy-4-nitrophenyl)piperidin-4-yl]cyclopropyl]ethynyl}-1-oxo-3H-isoindol-2-yl)piperidine-2,6-dione